1-(oxetan-2-ylmethyl)-1H-benzo[d]imidazole-6-carboxylic acid Methyl ester COC(=O)C=1C=CC2=C(N(C=N2)CC2OCC2)C1